2-tetradecenoic acid C(C=CCCCCCCCCCCC)(=O)O